BrC1=C(C=CC=C1)C=1CC(C=CC1)(\C=C\C(=O)C1=CC=CC=C1)C1=CC=C(C=C1)OC1=NC2=CC=CC=C2N=C1 3-(2-bromophenyl)-1-(4-(quinoxalin-2-yloxy)phenyl)chalcone